N-(4-hydroxybut-2-yl)-2-(4-(methylcarbamoyl)phenyl)benzo[d]imidazo[2,1-b]thiazole-7-carboxamide OCCC(C)NC(=O)C1=CC2=C(N3C(S2)=NC(=C3)C3=CC=C(C=C3)C(NC)=O)C=C1